BrC1(CC=CC2=CC(=CC=C12)Br)O 1,6-dibromo-1-Naphthol